(di-hydroxy)-isoleucine ON([C@@H]([C@@H](C)CC)C(=O)O)O